5-Isopropoxy-N-((3-(2-oxopyrrolidin-1-yl)pyridin-2-yl)carbamothioyl)picolinimidamide C(C)(C)OC=1C=CC(=NC1)C(NC(NC1=NC=CC=C1N1C(CCC1)=O)=S)=N